phenyl-5-oxazolone C1(=CC=CC=C1)C1OC(C=N1)=O